ClC=1C=C2C=NN(C2=C(C1)C(=O)OC)CC=1N=NC(=CC1)C1=CC(=CC(=C1)OC)F methyl 5-chloro-1-((6-(3-fluoro-5-methoxyphenyl) pyridazin-3-yl) methyl)-1H-indazole-7-carboxylate